(1R,4R)-5-norbornen-2-ol [C@H]12C(C[C@H](C=C1)C2)O